Br[C@H](CO)CBr (R)-2,3-dibromo-1-propanol